C1(CC1)C(C)(O)C1=CC(=C2C(C(CO2)C)=C1O)F 5-(1-cyclopropyl-1-hydroxyethyl)-7-fluoro-3-methyl-2,3-dihydrobenzofuran-4-ol